BrC1=CNC2=NC(=CC(=C21)C)C#N 3-bromo-4-methyl-1H-pyrrolo[2,3-b]pyridine-6-carbonitrile